CC1=C(C=CC(=N1)OC1C(NC(CC1)=O)=O)N1CCC(CC1)=O 3-((6-methyl-5-(4-oxopiperidin-1-yl)pyridin-2-yl)oxy)piperidine-2,6-dione